O=C1NC(CCC1N1C(C2=C(C=C(C=C2C1)CN1CCN(CC1)C1=CC=C2CN(C(C2=C1)=O)C(C(=O)NC=1SC=CN1)C1=C(C=CC(=C1)F)O)F)=O)=O 2-(6-(4-((2-(2,6-dioxopiperidin-3-yl)-7-fluoro-1-oxoisoindolin-5-yl)methyl)piperazin-1-yl)-1-oxoisoindolin-2-yl)-2-(5-fluoro-2-hydroxyphenyl)-N-(thiazol-2-yl)acetamide